(E)-N-((R)-1-(3,4-dimethoxyphenyl)ethyl)-3-(5-(1-(2-hydroxypropyl)-1H-pyrazol-4-yl)-1H-pyrrolo[2,3-b]pyridin-3-yl)acrylamide COC=1C=C(C=CC1OC)[C@@H](C)NC(\C=C\C1=CNC2=NC=C(C=C21)C=2C=NN(C2)CC(C)O)=O